BrC1=NC=CC(=C1F)CN1CCC(CC1)C(C(=O)OCC)(C)C ethyl 2-(1-((2-bromo-3-fluoropyridin-4-yl) methyl) piperidin-4-yl)-2-methylpropionate